6-iodo-3-(trifluoromethyl)pyridine-2-carbonitrile IC1=CC=C(C(=N1)C#N)C(F)(F)F